C(C1=CC=CC=C1)OC1=C(C(=CC2=CC=CC=C12)C(=O)OC)F Methyl 4-(benzyloxy)-3-fluoro-2-naphthoate